COC=1C=C(C=CC1NC=1N=CC=2N(C(C3=C(N(C2N1)C)C=CC=C3)=O)CC(F)(F)F)CS(=O)(=O)N (3-methoxy-4-((11-methyl-6-oxo-5-(2,2,2-trifluoroethyl)-6,11-dihydro-5H-benzo[e]pyrimido[5,4-b][1,4]diazepin-2-yl)amino)phenyl)methanesulfonamide